[Si](C)(C)(C(C)(C)C)O[C@H]1CC(N([C@H]1C)CC=1C=NC(=CC1)OC1=CC=C(C=C1)C)=O (4S,5S)-4-((tert-butyldimethylsilyl)oxy)-5-methyl-1-((6-(p-tolyloxy)pyridine-3-yl)methyl)pyrrolidine-2-one